3-Bromo-2-(4-ethylphenyl)-7-methylimidazo[1,2-a]pyridine BrC1=C(N=C2N1C=CC(=C2)C)C2=CC=C(C=C2)CC